N-((S)-1-Cyclohexylethyl)-2-(2,6-dioxopiperidin-3-yl)-1-oxoisoindoline-5-carboxamide C1(CCCCC1)[C@H](C)NC(=O)C=1C=C2CN(C(C2=CC1)=O)C1C(NC(CC1)=O)=O